[3-(acryloyloxy)propyl]triethylammonium C(C=C)(=O)OCCC[N+](CC)(CC)CC